4,4'-diamino-3,3'-dimethyldicyclohexylmethane CC1CC(CCC1N)CC2CCC(C(C2)C)N